COC1=C(C=CC(=C1)C(F)(F)F)C=1N=NC(=C2C1COCC2)N[C@H]2[C@@H](CCCC2)NC(OC(C)(C)C)=O tert-butyl [(1R,2R)-2-({4-[2-methoxy-4-(trifluoromethyl)phenyl]-7,8-dihydro-5H-pyrano[3,4-d]pyridazin-1-yl}amino)cyclohexyl]carbamate